COC=1C=C(C=CC1)C1=CC(=NN1CC1=C(C=CC=C1)OC(C)C)COC(C(=O)OC)(C)C Methyl 2-([5-(3-methoxyphenyl)-1-[[2-(propan-2-yloxy)phenyl]methyl]-1H-pyrazol-3-yl]-methoxy)-2-methylpropanoate